ClC=1C=CC=C2C=C(NC(C12)=O)[C@H](C)NC(=O)C=1C=NN2C1N=CC=C2 (S)-N-(1-(8-chloro-1-oxo-1,2-dihydroisoquinolin-3-yl)ethyl)pyrazolo[1,5-a]pyrimidine-3-carboxamide